ClC(C(O)=N)(Cl)Cl.N(=[N+]=[N-])[C@H]1C(O)O[C@@H]([C@H]([C@@]1(O)C(C1=CC=CC=C1)=O)O)C(O)C(C1=CC=CC=C1)=O 2-azido-3,6-di-benzoyl-2-deoxy-D-glucopyranose trichloroacetimidate